C(C=C=CC(=O)O)(=O)O (RS)-penta-2,3-dienedioic acid